C1(=C(C(=C(C(=C1[2H])[2H])[2H])[2H])[2H])C=1C(=C(C(=C(C1[2H])C1=C(C(=C2NC3=C(C(=C(C(=C3C2=C1[2H])[2H])[2H])[2H])[2H])[2H])[2H])[2H])C1=C(C(=C(C(=C1[2H])[2H])[2H])[2H])[2H])[2H] 3-([1,1':3',1''-terphenyl]-5'-yl-d13)-9H-carbazole-1,2,4,5,6,7,8-d7